3-(isoquinolin-6-yl)-5-methyl-6-(2-methylpyridin-4-yl)pyrazolo[1,5-a]pyrazin-4(5H)-one C1=NC=CC2=CC(=CC=C12)C=1C=NN2C1C(N(C(=C2)C2=CC(=NC=C2)C)C)=O